BrC=1C=C2CCC(N(C2=CC1)CC1=CC=C(C=C1)OC)=O 6-bromo-1-[(4-methoxyphenyl)methyl]-3,4-dihydroquinolin-2-one